P(=O)([O-])(O)O.C(C(=O)O)(=O)OF.C(C(=O)O)(=O)OF.[Li+] lithium difluoro (bis-oxalate) phosphate